4-((2-(2-fluoro-5-nitro-4-(cis-3,4,5-trimethylpiperazin-1-yl)phenyl)thiazol-4-yl)methyl)morpholine FC1=C(C=C(C(=C1)N1C[C@H](N([C@H](C1)C)C)C)[N+](=O)[O-])C=1SC=C(N1)CN1CCOCC1